3-(3-((6-fluoronaphthalen-1-yl)oxy)propyl)-1H-indole-2-carboxylic acid FC=1C=C2C=CC=C(C2=CC1)OCCCC1=C(NC2=CC=CC=C12)C(=O)O